4-(1-(methyl-d3)-1H-indazol-5-yl)-5-(6-methylpyridin-2-yl)-1H-imidazol-2-amine C(N1N=CC2=CC(=CC=C12)C=1N=C(NC1C1=NC(=CC=C1)C)N)([2H])([2H])[2H]